FC1=C(CN2C(N(N=C2)C2=CC=C(C=C2)OC2=C(C(=NC=C2)N2CC(C2)(C)OCC)F)=O)C(=CC=C1)F 4-(2,6-difluorobenzyl)-2-(4-((2-(3-ethoxy-3-methylazetidin-1-yl)-3-fluoropyridin-4-yl)oxy)phenyl)-2,4-dihydro-3H-1,2,4-triazol-3-one